3-fluoro-4-(6-methylpyrid-3-yl)-5-(2-trityl-2H-tetrazol-5-yl)phenylamine FC=1C=C(C=C(C1C=1C=NC(=CC1)C)C=1N=NN(N1)C(C1=CC=CC=C1)(C1=CC=CC=C1)C1=CC=CC=C1)N